Cl.NCC(=O)NCC(=O)OC methyl ((aminoacetyl)amino)acetate hydrochloride